C(#C)C=1C=NN(C1)CC1CCOCC1 4-ethynyl-1-(tetrahydropyran-4-ylmethyl)pyrazole